COC1=C(C=C2C(=NC=NC2=C1)NC1=C(C=CC(=C1)C=1OC(=CC1)C)OC)OC1CN(C1)C(C=C)=O 1-(3-((7-methoxy-4-((2-methoxy-5-(5-methylfuran-2-yl)phenyl)amino)quinazolin-6-yl)oxy)azetidin-1-yl)prop-2-en-1-one